C1(CCCC1)N1N=CC(=C1)C=1C=C(C(=C(C1)O)C=1N=NC(=CC1)N(C1CC(NC(C1)(C)C)(C)C)C)OC 5-(1-cyclopentyl-1H-pyrazol-4-yl)-3-methoxy-2-(6-(methyl(2,2,6,6-tetramethylpiperidin-4-yl)amino)pyridazin-3-yl)phenol